[N+](=O)([O-])C=1C=CC[C@H]2C1NCC=N2 (S)-8-nitro-1,2,4a,5-tetrahydrobenzo[b]pyrazine